BrC(C(=O)[O-])(F)F.[Na+] sodium bromo-difluoro-acetate